NC=1N=C(SC1C(C1=CC=CC=C1)=O)N(C1=CC(=C(C=C1)Cl)F)C(C(=O)N)C (N-(4-amino-5-benzoyl-thiazol-2-yl)-4-chloro-3-fluoro-anilino)propanamide